C(C)S(=O)(=O)C=1C=C(C=NC1C1=NC2=C(C=NC(=C2)C(F)(F)F)N1C)N(C(C(F)F)=O)C N-[5-ethylsulfonyl-6-[3-methyl-6-(trifluoromethyl)imidazo[4,5-c]pyridin-2-yl]-3-pyridinyl]-2,2-difluoro-N-methyl-acetamide